N-(4-(4-propenoylpiperazin-1-yl)-7-(2-amino-7-fluorobenzo[d]thiazol-4-yl)-6-chloro-3-cyano-8-fluoroquinolin-2-yl)acetamide ETHYL-PELARGONATE (ethyl-nonanoate) C(C)C(C(=O)O)CCCCCCC.C(C)OC(CCCCCCCC)=O.C(C=C)(=O)N1CCN(CC1)C1=C(C(=NC2=C(C(=C(C=C12)Cl)C1=CC=C(C2=C1N=C(S2)N)F)F)NC(C)=O)C#N